C(C)(C)(C)NC1=C(C=C(C=C1)C)C(=C(C)C)C1C2=CC(=CC=C2C=2C=CC(=CC12)C(C)(C)C)C(C)(C)C N-(tert-butyl)-2-[1-(2,7-di-tert-butyl-9H-fluoren-9-yl)-2-methylprop-1-en-1-yl]-4-methylaniline